ClC=1C=NC(=C(C(=O)NC2CCC(CC2)CN2C(N(C3=NC=CC=C32)C3=C(C=CC(=C3)OC)Cl)=O)C1)C(F)F 5-chloro-N-((1r,4r)-4-((3-(2-chloro-5-methoxyphenyl)-2-oxo-2,3-dihydro-1H-imidazo[4,5-b]pyridin-1-yl)methyl)cyclohexyl)-2-(difluoromethyl)nicotinamide